CN1N=C(C=C1C(=O)N[C@@H](C)C1=NC(=NS1)C1=CC(=NC=C1)C)C(F)(F)F 2-methyl-N-[(1S)-1-[3-(2-methyl-4-pyridyl)-1,2,4-thiadiazol-5-yl]ethyl]-5-(trifluoromethyl)pyrazole-3-carboxamide